(R)-2-amino-N-((S)-1-oxo-1-((6-(trifluoromethoxy)benzo[d]thiazol-2-yl)amino)propan-2-yl)propanamide N[C@@H](C(=O)N[C@H](C(NC=1SC2=C(N1)C=CC(=C2)OC(F)(F)F)=O)C)C